methyl {[(7R)-3-(benzyloxy)-7-{[(benzyloxy)carbonyl](3-methylbutyl)amino}-1-fluoro-5,6,7,8-tetrahydronaphthalen-2-yl][(tert-butoxycarbonyl)sulfamoyl]amino}(2H2)acetate C(C1=CC=CC=C1)OC=1C(=C(C=2C[C@@H](CCC2C1)N(CCC(C)C)C(=O)OCC1=CC=CC=C1)F)N(S(NC(=O)OC(C)(C)C)(=O)=O)C(C(=O)OC)([2H])[2H]